FC1=C(C(=CC(=C1)OCCCC1CCN(CC1)C1=NC=C(C=N1)CCC)F)CC(=O)NC(CO)(CO)CO 2-[2,6-difluoro-4-[3-[1-(5-propylpyrimidin-2-yl)-4-piperidyl]propoxy]phenyl]-N-[2-hydroxy-1,1-bis(hydroxymethyl)ethyl]acetamide